C(C1=CC=CC=C1)N1C[C@]([C@H](C1)N([C@@H](C)C1=CC=CC=C1)CC1=CC=CC=C1)(C(=O)OC(C)(C)C)F tert-butyl (3S,4S)-1-benzyl-4-(benzyl((S)-1-phenylethyl)amino)-3-fluoropyrrolidine-3-carboxylat